[C@H]12CN(C[C@H](CC1)N2)C=2C1=C(N=C(N2)OCC23N(CCC3C2)C)C(=C(N=C1)C1=CC(=CC2=CC=C(C(=C12)C#C)F)O)F 4-(4-((1R,5S)-3,8-diazabicyclo[3.2.1]octan-3-yl)-8-fluoro-2-((2-methyl-2-azabicyclo[3.1.0]hexan-1-yl)methoxy)pyrido[4,3-d]pyrimidin-7-yl)-5-ethynyl-6-fluoronaphthalen-2-ol